(2R)-4,4-difluoro-2-(4-fluorophenyl)-N-{4-[7-(pyridin-2-yl)-5H-pyrrolo[3,2-c]pyridazin-6-yl]pyridin-2-yl}butanamide FC(C[C@@H](C(=O)NC1=NC=CC(=C1)C1=C(C=2N=NC=CC2N1)C1=NC=CC=C1)C1=CC=C(C=C1)F)F